4-(8-bromo-2-chloro-9-((methylsulfonyl)methyl)-9H-purin-6-yl)morpholine BrC=1N(C2=NC(=NC(=C2N1)N1CCOCC1)Cl)CS(=O)(=O)C